methyl-1,3-dithian CC1SCCCS1